(+-)-trans-2-((3-(4-chlorobenzyl)-2,6-dioxo-4-(4-(pyridin-2-yloxy)phenylimino)-1,3,5-triazin-1-yl)methyl)cyclopropanecarboxylic acid ClC1=CC=C(CN2C(N(C(NC2=NC2=CC=C(C=C2)OC2=NC=CC=C2)=O)C[C@H]2[C@@H](C2)C(=O)O)=O)C=C1 |r|